C(C)(C)(C)OC(=O)N1[C@H](CN(CC1)C=1C=C(C=2N(C(N=C(N2)C=2C=C(C=3N(C2)C=C(N3)C)C)=O)C1)F)C.CN(C(CCCCCCC)=O)C N,N-dimethyl-octan-1-amide tert-butyl-(S)-4-(2-(2,8-dimethylimidazo[1,2-a]pyridin-6-yl)-9-fluoro-4-oxo-4H-pyrido[1,2-a][1,3,5]triazin-7-yl)-2-methylpiperazine-1-carboxylate